3-[(Pyridin-4-Yl)Acetyl]Benzonitrile N1=CC=C(C=C1)CC(=O)C=1C=C(C#N)C=CC1